BrC1=CC(=NC=C1)CCO 2-(4-Bromopyridin-2-yl)ethanol